RACEMIC-ETHYL 3-HYDROXYBUTYRATE O[C@@H](CC(=O)OCC)C |r|